6-[6-bromo-5-(oxetan-3-yloxy)benzimidazol-1-yl]-2-[3-(difluoromethyl)-5-methyl-pyrazol-1-yl]pyridine-3-carbonitrile BrC=1C(=CC2=C(N(C=N2)C2=CC=C(C(=N2)N2N=C(C=C2C)C(F)F)C#N)C1)OC1COC1